4-isopropyl-3-(3-(naphthalen-1-yl)propenoyl)oxazolidin-2-one C(C)(C)C1N(C(OC1)=O)C(C=CC1=CC=CC2=CC=CC=C12)=O